NCCN(C(=O)[C@@H]1CC[C@H](CC1)C(F)(F)C1=CC(=NC(=C1)N1CCN(CC1)S(=O)(=O)C1=CC=C(C=C1)N1C(C[C@H](C1)N)=O)Cl)C trans-N-(2-aminoethyl)-4-[[2-chloro-6-[4-[4-[(4R)-4-amino-2-oxo-pyrrolidin-1-yl]phenyl]sulfonylpiperazin-1-yl]-4-pyridinyl]-difluoro-methyl]-N-methyl-cyclohexanecarboxamide